N[C@H]1C2N(CC1CC2)C(=O)C2=CC1=C(N(C(=N1)C1=CC=3C(=NC(=CC3)C=3C=C(C=C(C3)O)O)N1CC1CC1)C)C(=C2)OC 5-(2-{5-[(7R)-7-amino-2-azabicyclo[2.2.1]heptane-2-carbonyl]-7-methoxy-1-methyl-1H-1,3-benzodiazol-2-yl}-1-(cyclopropylmethyl)-1H-pyrrolo[2,3-b]pyridin-6-yl)benzene-1,3-diol